Ethyl-1-(7-fluoro-4-isopropyl-2-(tetrahydro-2H-pyran-4-yl)quinolin-6-yl)-3-(hydroxymethyl)-1H-1,2,4-triazol-5(4H)-one C(C)N1C(=NN(C1=O)C=1C=C2C(=CC(=NC2=CC1F)C1CCOCC1)C(C)C)CO